C(C)OP(OCC)(=O)CC[C@H]1O[C@@H]([C@H]([C@H]([C@@H]1O)O)O)CC#C (2-((2R,3S,4R,5S,6R)-3,4,5-trihydroxy-6-(prop-2-yn-1-yl)tetrahydro-2H-pyran-2-yl)ethyl)phosphonic acid diethyl ester